5'-(methylsulfonamido)spiro[cyclopentane-1,3'-indolin] CS(=O)(=O)NC=1C=C2C3(CNC2=CC1)CCCC3